C[C@H](CCC)O |r| racemic-pentan-2-ol